ClCC1=NOC(=C1)C1=CC=C(C=C1)F 3-(chloromethyl)-5-(4-fluorophenyl)isoxazole